BrC=1C(=NC(=NC1)NC1=C(C=C(C(=C1)C=1C=NN(C1)C)N1CCC(CC1)N1CCNCC1)OC)NC1=C(C2=CC=CC=C2C=C1)P(C)(C)=O (2-((5-bromo-2-((2-methoxy-5-(1-methyl-1H-pyrazol-4-yl)-4-(4-(piperazine-1-yl)piperidin-1-yl)phenyl)amino)pyrimidin-4-yl)amino)naphthalen-1-yl)dimethylphosphine oxide